C(C(C)C)C=1C(=NC=CC1)C1=NC=CC=C1Br 3-isobutyl-3'-bromo-2,2'-bipyridine